1,4-Dibromobutane BrCCCCBr